OC=1C(=CC2=CC(=CC=C2C1)S(=O)(=O)[O-])S(=O)(=O)[O-].[Na+].[Na+] disodium 3-hydroxy-2,7-naphthalenedisulfonate